4-[[2-(3-Chlorophenyl)acetyl]amino]-N-(1-cyanocyclopropyl)pyridin ClC=1C=C(C=CC1)CC(=O)NC1=CCN(C=C1)C1(CC1)C#N